Allyl N-[[(2S)-oxiran-2-yl]methyl]carbamate O1[C@H](C1)CNC(OCC=C)=O